3-(2-methoxyphenyl)-2-(p-toluenesulfonyl)propanal tert-butyl-4-((7-(4-hydroxyphenyl)-4-(2,2,2-trifluoroethyl)-1,4-diazepan-1-yl)methyl)-5-methoxy-7-methylindole-1-carboxylate C(C)(C)(C)OC(=O)N1C=CC2=C(C(=CC(=C12)C)OC)CN1CCN(CCC1C1=CC=C(C=C1)O)CC(F)(F)F.COC1=C(C=CC=C1)CC(C=O)S(=O)(=O)C1=CC=C(C)C=C1